9'-(2-chloro-4-phenoxybenzoyl)-4',5,6,7'-Tetrahydro-2H,4H-spiro[pyran-3,2'-pyrrolo[3',2':5,6]pyrido[3,4-b]pyrazine] ClC1=C(C(=O)C2=CNC3=C2C2=C(NCC4(N2)COCCC4)C=N3)C=CC(=C1)OC1=CC=CC=C1